6-(1-Methylbenzimidazol-4-yl)-3-(4-morpholinoanilino)-5-(prop-2-ynylamino)pyrazin-2-carboxamid CN1C=NC2=C1C=CC=C2C2=C(N=C(C(=N2)C(=O)N)NC2=CC=C(C=C2)N2CCOCC2)NCC#C